C(C(=O)O)(=O)O.O1N=C(C2=C1C=CC=C2)C2CCN(CC2)CCCCN2C(N1C(CC2=O)CCC1)=O 2-{4-[4-(Benzo[d]isoxazol-3-yl)-piperidin-1-yl]-butyl}-tetrahydro-pyrrolo[1,2-c]pyrimidine-1,3-dione oxalate